6-chloro-8-(hydroxymethyl-d2)-2-trifluoromethyl-2H-benzopyran-3-carboxylic acid ethyl ester C(C)OC(=O)C=1C(OC2=C(C1)C=C(C=C2C([2H])([2H])O)Cl)C(F)(F)F